NC1=NC=NC2=C(C=C(C=C12)OC)C(=O)NC1=C2C=CN=C(C2=CC=C1C)NC1=C(C(=CC=C1)Cl)F 4-amino-N-(1-((3-chloro-2-fluorophenyl)amino)-6-methylisoquinolin-5-yl)-6-methoxyquinazoline-8-carboxamide